F[C@H]1CN(CC[C@H]1NC=1C=2C=C(N(C2C=CC1)CC(F)(F)F)I)C |r| (+/-)-N-((3S,4R)-3-fluoro-1-methylpiperidin-4-yl)-2-iodo-1-(2,2,2-trifluoroethyl)-1H-indol-4-amine